(4-{5-[4-(8-fluoro-2-oxo-1,2-dihydro-3-quinolylamino)-2-pyrimidinylamino]-4-methoxy-2-pyridyl}-1-piperidyl)acetonitrile FC=1C=CC=C2C=C(C(NC12)=O)NC1=NC(=NC=C1)NC=1C(=CC(=NC1)C1CCN(CC1)CC#N)OC